[Si](C)(C)(C(C)(C)C)O[C@@H]1C[C@@H](N(C1)C(=O)OCC1=CC=CC=C1)CO benzyl (2R,4R)-4-((tert-butyldimethylsilyl)oxy)-2-(hydroxymethyl)pyrrolidine-1-carboxylate